C1(=CC=CC=C1)C(C(=O)OC1=C(OC2=CC=CC=C2C1=O)C1=CC=CC=C1)C 4-oxo-2-phenyl-4H-chromen-3-yl 2-phenylpropionate